C1(=CC=CC=C1)C(=C(C1=CC=CC=C1)C1=CC=CC=C1)CCC=C triphenyl-1,5-hexadiene